FC(C1=C(C=C2CCC=NC2=C1)C=1C=NN(C1)C)F 7-(difluoromethyl)-6-(1-methyl-1H-pyrazol-4-yl)-3,4-dihydroquinoline